(S)-1-(3-(4-(5-(2,3-Dihydro-1H-inden-4-yl)-6-methoxy-1H-pyrazolo[4,3-b]pyridin-3-yl)-1H-pyrazol-1-yl)azetidin-1-yl)-2-hydroxypropan-1-one C1CCC2=C(C=CC=C12)C1=C(C=C2C(=N1)C(=NN2)C=2C=NN(C2)C2CN(C2)C([C@H](C)O)=O)OC